2-methyl-5-(1-methyltriazol-4-yl)pyridine phenylbenzimidazole-tetra-sulfonate disodium [Na+].[Na+].C1(=CC=CC=C1)C1=C(C(=C(C2=C1N=C(N2)S(=O)(=O)[O-])S(=O)(=O)[O-])S(=O)(=O)O)S(=O)(=O)O.CC2=NC=C(C=C2)C=2N=NN(C2)C